NC1=C(C2=C(N=C(N=C2)N2CCN(CC2)C(=O)C2CCCC2)N1C1=C(C(=CC=C1C)O)C)C(=O)N 6-amino-2-(4-(cyclopentanecarbonyl)piperazin-1-yl)-7-(3-hydroxy-2,6-dimethylphenyl)-7H-pyrrolo[2,3-d]pyrimidine-5-carboxamide